2,4-dimethoxy-5-methylthioamphetamine COC1=C(CC(N)C)C=C(C(=C1)OC)SC